NC1=C2NC(N(C2=NC(=N1)SCC)CC1=CC=C(C=C1)C)=O 6-amino-2-ethylsulfanyl-9-(p-tolylmethyl)-7H-purin-8-one